N1=C(C=CC=C1O)O pyridin-2,6-diol